3,4-dihydroxy-5,4'-dimethoxybibenzyl OC=1C=C(C=C(C1O)OC)CCC1=CC=C(C=C1)OC